OC[C@H]1N(CCC1)C([C@H](C)C1=CC=C(C=C1)NC(OCC1=CC=C(C=C1)OC)=O)=O 4-methoxybenzyl (4-((R)-1-((S)-2-(hydroxymethyl)pyrrolidin-1-yl)-1-oxopropan-2-yl)phenyl)carbamate